4-(methoxymethyl)-4-phenethylpiperidine COCC1(CCNCC1)CCC1=CC=CC=C1